N-[(2S)-3,3-Difluoro-2-hydroxypropyl]-2-(1-methyl-1H-pyrazol-4-yl)-3-oxo-6-[4-(trifluoromethyl)phenyl]-2,3-dihydropyridazine-4-carboxamide FC([C@H](CNC(=O)C=1C(N(N=C(C1)C1=CC=C(C=C1)C(F)(F)F)C=1C=NN(C1)C)=O)O)F